(R)-N2-(3,3-Difluoropiperidin-4-yl)-N4-methyl-5-(pyrazolo[1,5-a]pyrimidin-5-yl)pyrrolo[2,1-f][1,2,4]triazine-2,4-diamine FC1(CNCC[C@H]1NC1=NN2C(C(=N1)NC)=C(C=C2)C2=NC=1N(C=C2)N=CC1)F